N-3-methylphenylcarboxamide CC=1C=C(C=CC1)NC=O